4-cyclopropoxy-N-(3,5-difluoro-4-((6-methoxy-7-(3-(methylamino)propoxy)quinolin-4-yl)oxy)phenyl)pyridine-3-carboxamide C1(CC1)OC1=C(C=NC=C1)C(=O)NC1=CC(=C(C(=C1)F)OC1=CC=NC2=CC(=C(C=C12)OC)OCCCNC)F